piperidine-1,3-dicarboxylic acid 1-tert-butyl ester 3-ethyl ester C(C)OC(=O)C1CN(CCC1)C(=O)OC(C)(C)C